CN(C)CC1=NC(=NO1)C(C)(C)NC(C(=O)C1=C(C(=C(N1C)C)C(=O)NC=1C=NC(=C(C1)C)F)C)=O 5-(2-((2-(5-((dimethylamino)methyl)-1,2,4-oxadiazol-3-yl)propan-2-yl)amino)-2-oxoacetyl)-N-(6-fluoro-5-methylpyridin-3-yl)-1,2,4-trimethyl-1H-pyrrole-3-carboxamide